S1C(=CC=C1)C1=C(SC=C1)C1=CSC=C1 2,3':2',3''-Terthiophene